p-nitrophenyl-9,10-diethoxyphenanthrene-2-sulfonate [N+](=O)([O-])C1=CC=C(C=C1)OS(=O)(=O)C1=CC=2C(=C(C3=CC=CC=C3C2C=C1)OCC)OCC